1-{3-[4-amino-5-(4-{[(3R)-3-hydroxypyrrolidin-1-yl]methyl}phenyl)-7-methyl-7H-pyrrolo[2,3-d]pyrimidin-6-yl]pyrrolidin-1-yl}prop-2-en-1-one NC=1C2=C(N=CN1)N(C(=C2C2=CC=C(C=C2)CN2C[C@@H](CC2)O)C2CN(CC2)C(C=C)=O)C